C(C)OC(=O)C=1N=C(SC1Br)C 5-bromo-2-methyl-1,3-thiazole-4-carboxylic acid ethyl ester